isopropyl-3-butanone C(C)(C)CCC(C)=O